FC(C(=O)O)(F)F.C(=O)O.CN(CCC1=CNC2=CC=CC(=C12)OC(=O)N(C)CCCCC(=O)O)C 5-({3-[2-(dimethylamino)ethyl]-4-indolyloxycarbonyl}-N-methylamino)pentanoic acid formate trifluoroacetate salt